ClC1=C(C=C(C=C1)NC(=O)N1C2CCC1CC=1N=CN=CC12)C(F)(F)F N-(4-chloro-3-(trifluoromethyl)phenyl)-6,7,8,9-tetrahydro-5H-5,8-epiminocyclohepta[d]-pyrimidine-10-carboxamide